COC1=C(C=CC=C1)C1=CCNCC(N1C)=O 7-(2-methoxyphenyl)-1-methyl-2-oxo-1,2,3,4-tetrahydro-[1,4]diazepin